4-cyano-4-(phenylthiosulfonyl-thio)valeric acid C(#N)C(CCC(=O)O)(C)SS(=S)(=O)C1=CC=CC=C1